(S)-2-(((4'-trifluoromethylbiphenyl-4-yl)methyl)amino)propanamide methanesulfonate CS(=O)(=O)O.FC(C1=CC=C(C=C1)C1=CC=C(C=C1)CN[C@H](C(=O)N)C)(F)F